OC1=C(C(=CC=2OC3=CC(=C(C=C3C(C12)=O)O)O)O)[C@H]1[C@H](O)[C@@H](O)[C@H](O)[C@H](O1)CO (1S)-1,5-anhydro-1-(1,3,6,7-tetrahydroxy-9-oxo-9H-xanthen-2-yl)-D-glucitol